(3-chloro-6-methoxybenzo[b]thiophen-2-yl)(2,4-dimethylphenyl)methanone ClC=1C2=C(SC1C(=O)C1=C(C=C(C=C1)C)C)C=C(C=C2)OC